CCC(C)S(=O)N[C@@H]1CCCC12CCNCC2 methyl-N-((R)-8-azaspiro[4.5]decan-1-yl)propane-2-sulfinamide